tert-butyl (1R,5S,6s)-6-(6-chloro-7-fluoro-1H-pyrrolo[3,2-c]pyridin-3-yl)-3-azabicyclo[3.1.0]hexane-3-carboxylate ClC1=C(C2=C(C=N1)C(=CN2)C2[C@@H]1CN(C[C@H]21)C(=O)OC(C)(C)C)F